2-chloro-5-(3-nitropyridin-2-yl)pyrimidine ClC1=NC=C(C=N1)C1=NC=CC=C1[N+](=O)[O-]